1H-imidazole-4,5-dicarboxylic acid diethyl ester C(C)OC(=O)C=1N=CNC1C(=O)OCC